2-ethoxy-3-(propylsulfanyl)-4-(trifluoromethyl)pyridine C(C)OC1=NC=CC(=C1SCCC)C(F)(F)F